2-(4-carbamoyl-benzyl)-3-(4-(3,4-dichlorophenyl)-5-isobutylthiazol-2-ylamino)propionic acid C(N)(=O)C1=CC=C(CC(C(=O)O)CNC=2SC(=C(N2)C2=CC(=C(C=C2)Cl)Cl)CC(C)C)C=C1